C1(=CC=CC=C1)C(=O)C1=CC=C(C(=O)O)C=C1 4-(phenyl-carbonyl)benzoic acid